CN1C(C=CC=C1)=O 1-methylpyridine-2(1H)-one